OC1(CCN(CC1)[C@@H]1[C@H](CCC1)OC=1C=C2CN(C(C2=CC1)=O)C1C(NC(CC1)=O)=O)C 3-(5-(((1S,2S)-2-(4-hydroxy-4-methylpiperidin-1-yl)cyclopentyl)oxy)-1-oxoisoindolin-2-yl)piperidine-2,6-dione